FC=1C=C(C=CC1N(CCN1CCCC1)C)NC1=NC=CC(=N1)N1C=C(C2=CC=CC=C12)C(=O)N 1-(2-{3-fluoro-4-[methyl-(2-pyrrolidin-1-yl-ethyl)-amino]-phenylamino}-pyrimidin-4-yl)-1H-indole-3-carboxamide